N-(4-sulfobutyl)pyridinium hydrogensulfate S(=O)(=O)(O)[O-].S(=O)(=O)(O)CCCC[N+]1=CC=CC=C1